14-methyl-16,17,18-trioxatricyclo[10.3.2.11,12]octadecane CC1CC23CCCCCCCCCCC(C1)(OO2)O3